CC1(OB(OC1(C)C)C1=C2CCCN(C2=CC=C1)C(=O)OC(C)(C)C)C tert-Butyl 5-(4,4,5,5-tetramethyl-1,3,2-dioxaborolan-2-yl)-3,4-dihydroquinoline-1(2H)-carboxylate